NCC(C(CC(=O)O)C(=O)O)C(=O)O 1-amino-2,3,4-butanetricarboxylic acid